4-benzoyl-N,N,N-trimethylbenzyl-ammonium chloride [Cl-].C(C1=CC=CC=C1)(=O)C1=CC=C(C[N+](C)(C)C)C=C1